O1C2C(C(C1)C#N)OCC2C#N 2,3,3A,5,6,6a-Hexahydrofuro[3,2-b]furan-3,6-dicarbonitrile